(1S,3S)-3-(2-(benzyloxy)phenyl)cyclobutan-1-ol C(C1=CC=CC=C1)OC1=C(C=CC=C1)C1CC(C1)O